C=CC E-Propene